1-((6-cyclopropylimidazo[1,2-a]pyridin-2-yl)methyl)-N-(2-fluoro-3-methoxy-6-(1H-tetrazol-1-yl)benzyl)-1H-imidazole-5-carboxamide C1(CC1)C=1C=CC=2N(C1)C=C(N2)CN2C=NC=C2C(=O)NCC2=C(C(=CC=C2N2N=NN=C2)OC)F